CC(C=C)CC\C=C(/CCC=C(C)C)\C (Z)-3,7,11-trimethyldodeca-1,6,10-trien